copper titanium chromium zirconium [Zr].[Cr].[Ti].[Cu]